FC=1C(=NN2C1N=C(C=C2C2CNCCC2C)C)[C@@H]2CC[C@H](CC2)C(F)(F)F 3-{3-fluoro-5-methyl-2-[trans-4-(trifluoromethyl)cyclohexyl]pyrazolo[1,5-a]pyrimidin-7-yl}-4-methylpiperidine